methyl-4-(2,2,2-trifluoroethyl)piperazine-1-carboxamide CC1N(CCN(C1)CC(F)(F)F)C(=O)N